3-(4-((S)-3,3-difluoro-4-(4-(4,4,5,5-tetramethyl-1,3,2-dioxaborolan-2-yl)phenyl)piperidin-1-yl)-3-fluorophenyl)piperidine-2,6-dione FC1(CN(CC[C@H]1C1=CC=C(C=C1)B1OC(C(O1)(C)C)(C)C)C1=C(C=C(C=C1)C1C(NC(CC1)=O)=O)F)F